Cl.N1(CCC12CCC2)CCC2=CNC1=NC=C(C=C12)F 3-(2-(1-azaspiro[3.3]heptan-1-yl)ethyl)-5-fluoro-1H-pyrrolo[2,3-b]pyridine hydrochloride